COC(C(C(C)O)(C)C)=O 3-hydroxy-2,2-dimethylbutyric acid methyl ester